cyanoethyl fructopyranoside OCC1(OCCC#N)[C@@H](O)[C@H](O)[C@H](O)CO1